methyl 5-chloro-2-[[6-chloro-3-(4-fluorocyclohexyl)-4-quinolyl]amino]benzoate ClC=1C=CC(=C(C(=O)OC)C1)NC1=C(C=NC2=CC=C(C=C12)Cl)C1CCC(CC1)F